3-((3aS,7aR)-7a-fluoro-1-oxooctahydro-2H-pyrrolo[3,4-c]pyridin-2-yl)-4-methylbenzoic acid F[C@@]12[C@@H](CNCC1)CN(C2=O)C=2C=C(C(=O)O)C=CC2C